CS(=O)(=O)O[C@@H](CCOC[C@H](C)OC=1C=NC=C(C1)C1=NN(C2=CC=C(C=C12)O[Si](C)(C)C(C)(C)C)C1OCCCC1)C [(1R)-3-[(2S)-2-[[5-[5-[tert-butyl(dimethyl)silyl]oxy-1-tetrahydropyran-2-yl-indazol-3-yl]-3-pyridyl]oxy]propoxy]-1-methyl-propyl] methanesulfonate